4,4'-dioxido-[1,1':4',1''-terphenyl]-3,3'-dicarboxylate [O-]C1=C(C=C(C=C1)C1=CC(C(C=C1)(C1=CC=CC=C1)[O-])C(=O)[O-])C(=O)[O-]